6-(azidomethyl)-2,3-dihydro-1H-imidazo[1,2-b]Pyrazole N(=[N+]=[N-])CC=1C=C2N(N1)CCN2